2-ethyl-oxazine C(C)N1OC=CC=C1